6-(2-Methyl-5-nitrophenyl)-2-(methylsulfanyl)-8H-pyrano[3,4-d]pyrimidin-8-one CC1=C(C=C(C=C1)[N+](=O)[O-])C1=CC2=C(N=C(N=C2)SC)C(O1)=O